3-(difluoromethoxy)-4-[4-(difluoromethanesulfonyl)-3-methyl-phenyl]-1H-pyrazolo[4,3-c]pyridine FC(OC1=NNC2=C1C(=NC=C2)C2=CC(=C(C=C2)S(=O)(=O)C(F)F)C)F